4-(6-ethoxypyrazin-2-yl)-2,3-difluorobenzamide C(C)OC1=CN=CC(=N1)C1=C(C(=C(C(=O)N)C=C1)F)F